FC1=CC=C(C[C@@H](N)C(=O)O)C=C1 D-p-fluoro-phenylalanine